C(C1=CC=CC=C1)OC(=O)N1CCN(CC1)CC1=CC(=CC=C1)C[C@@H](C(=O)OC(C)(C)C)[C@H]1CN(CC1)C(=O)OC(C)(C)C 4-(3-((R)-3-(tert-butoxy)-2-((S)-1-(tert-butoxycarbonyl)pyrrolidin-3-yl)-3-oxopropyl)benzyl)piperazine-1-carboxylic acid benzyl ester